ClC1=CC(=C(C=C1)CC(C(=O)OC)(C)O)F Methyl 3-(4-chloro-2-fluorophenyl)-2-hydroxy-2-methylpropanoate